3,6-dimethylphthalaldehyde CC1=C(C(C=O)=C(C=C1)C)C=O